N1C(=NC2=C1C=CC=C2)C2=CC=C(C=C2)O 4-(1H-benzimidazole-2-yl)phenol